2-[[(3-amino-5H-pyrrolo[2,3-b]pyrazine-2-carbonyl)amino]methyl]-1,3-diethyl-benzimidazol-1-ium-5-carboxylic acid bromide NC1=C(N=C2C(=N1)NC=C2)C(=O)NCC=2N(C1=C([N+]2CC)C=CC(=C1)C(=O)Br)CC